C(=C)[C@]1([C@H](C[C@@H](O1)N1C=2N=C(NC(C2N=C1)=O)NC(C1=CC=CC=C1)(C1=CC=CC=C1)C1=CC=C(C=C1)OC)O)CO 9-[(2R,4S,5R)-5-ethenyl-4-hydroxy-5-(hydroxymethyl)oxolan-2-yl]-2-{[(4-methoxyphenyl)diphenylmethyl]amino}-1H-purin-6-one